N-[[4-[6-[4-[[4-[4-[(2,6-dioxo-3-piperidyl)amino]phenyl]-1-piperidyl]methyl]phenyl]pyrrolo[2,1-f][1,2,4]triazin-4-yl]-2-methyl-phenyl]methyl]-5-methyl-pyridine-2-carboxamide O=C1NC(CCC1NC1=CC=C(C=C1)C1CCN(CC1)CC1=CC=C(C=C1)C=1C=C2C(=NC=NN2C1)C1=CC(=C(C=C1)CNC(=O)C1=NC=C(C=C1)C)C)=O